C1(CC1)C1=NC2=C(N1CC)C=CC(=C2)C#CC2=NN(C(=C2C(=O)N)NC)[C@@H]2CN([C@H](C2)COC)C(C=C)=O 3-[2-(2-cyclopropyl-1-ethyl-1,3-benzodiazol-5-yl)ethynyl]-1-[(3S,5R)-5-(methoxymethyl)-1-(prop-2-enoyl)pyrrolidin-3-yl]-5-(methylamino)pyrazole-4-carboxamide